5-(3-amino-5-methoxyphenyl)-1-methylpyridin-2(1H)-one NC=1C=C(C=C(C1)OC)C=1C=CC(N(C1)C)=O